3-chloro-7-fluoro-6-(2-methylpyrazol-3-yl)quinoline-5-carbonitrile ClC=1C=NC=2C=C(C(=C(C2C1)C#N)C=1N(N=CC1)C)F